Cl.N1CCOCCC1 Homomorpholine hydrochloride